[Cl-].[Cl-].C(CCCCCCCCCCCCCCCCC)[N+](CC[N+](CCC[Si](OCC)(OCC)OCC)(C)C)(C)C N1-octadecyl-N1,N1,N2,N2-tetramethyl-N2-(3-(triethoxysilyl)propyl)ethane-1,2-diaminium dichloride